BrCCC1(OCCO1)C 2-(2-bromoethyl)-2-methyl-1,3-dioxolane